C(C1=CC=CC=C1)N1C[C@@H](CC1)COC=1C=C2C=CN=C(C2=CC1)NC=1C=NC(=CC1)Cl (R)-6-((1-benzylpyrrolidin-3-yl)methoxy)-N-(6-chloropyridin-3-yl)isoquinolin-1-amine